CC1=C(C(=NC(=C1)Br)C(=O)O)F.FC1=CC=C(C=C1)C(C(=O)N[C@@H](CCOC1CC(C1)CCC1=NC=2NCCCC2C=C1)C(=O)O)(C)C N-(2-(4-fluorophenyl)-2-methylpropanoyl)-O-(3-(2-(5,6,7,8-tetrahydro-1,8-naphthyridin-2-yl)ethyl)cyclobutyl)homoserine Methyl-6-bromo-3-fluoropyridinecarboxylate